C1(CCCC1)C1(CC(=C(C(O1)=O)CC1=NN2C(N=C(C=C2C)C)=N1)O)CCC1=CC(=NC(=C1)CC)CC 6-cyclopentyl-6-(2-(2,6-diethylpyridin-4-yl)ethyl)-3-((5,7-dimethyl-[1,2,4]triazolo[1,5-a]pyrimidin-2-yl)methyl)-4-hydroxy-5,6-dihydro-2H-pyran-2-one